Dibutyl 2-((6-fluoro-9-oxo-1,2,3,9-tetrahydropyrrolo[2,1-b]quinazolin-3-yl)methyl)malonate FC=1C=CC=2C(N3C(=NC2C1)C(CC3)CC(C(=O)OCCCC)C(=O)OCCCC)=O